N-(cyclohexylmethyl)-2-[1-[(2,4-dichlorophenyl)methyl]-5-oxopyrrolidin-2-yl]acetamid C1(CCCCC1)CNC(CC1N(C(CC1)=O)CC1=C(C=C(C=C1)Cl)Cl)=O